2-[4-[(2E)-3,7-dimethylocta-2,6-dienoxy]phenyl]ethanol C\C(=C/COC1=CC=C(C=C1)CCO)\CCC=C(C)C